C(#N)/C(/C(=O)NCC1=CC(=CC=C1)NS(=O)(=O)C)=C\C1=CNC2=NC=CC=C21 (E)-2-cyano-N-(3-(methylsulfonamido)benzyl)-3-(1H-pyrrolo[2,3-b]pyridin-3-yl)acrylamide